C(C1=CC=CC=C1)N1CC(C1)CN1N=C(C=CC1=O)N1N=C(C=C1C)C 2-[(1-benzylazetidin-3-yl)methyl]-6-(3,5-dimethylpyrazol-1-yl)pyridazin-3-one